O1COC(CC1=O)=O [1,3]dioxane-4,6-dione